caprylyl-glutamic acid disodium [Na].[Na].C(CCCCCCC)(=O)N[C@@H](CCC(=O)O)C(=O)O